C(#N)C1(CN(C1)C(=O)OCC1=CC=CC=C1)OC1=C(C=C(C(=C1)F)[N+](=O)[O-])[N+](=O)[O-] Benzyl 3-cyano-3-(5-fluoro-2,4-dinitrophenoxy)azetidine-1-carboxylate